C1(CC1)N1C(=NC2=C1C=C(C(=C2)F)F)C=2C=C(N=NC2)C(C)N 1-(5-(1-cyclopropyl-5,6-difluoro-1H-benzo[d]imidazol-2-yl)pyridazin-3-yl)ethan-1-amine